trans-4-ethyl-4'-(4-vinyl-cyclohexyl)-1,1'-biphenyl C(C)C1=CC=C(C=C1)C1=CC=C(C=C1)[C@@H]1CC[C@H](CC1)C=C